(S)-4-benzyl-N-(1-methyl-2-oxo-8-(7-oxa-2-azaspiro[3.5]nonan-2-yl)-2,3,4,5-tetrahydro-1H-benzo[b]azepin-3-yl)-1H-pyrazole-1-carboxamide C(C1=CC=CC=C1)C=1C=NN(C1)C(=O)N[C@H]1CCC2=C(N(C1=O)C)C=C(C=C2)N2CC1(C2)CCOCC1